NC1=C(C=C(C=C1)Br)C(=O)N1C2CCC1CC2 (2-amino-5-bromophenyl)(7-azabicyclo[2.2.1]heptan-7-yl)methanone